N1(CCNCC1)CC1CCC(CC1)NC(OC(C)(C)C)=O Tert-butyl ((1r,4r)-4-(piperazin-1-ylmethyl)cyclohexyl)carbamate